2-(1-methylazetidin-3-yl)quinolin CN1CC(C1)C1=NC2=CC=CC=C2C=C1